2,6-difluorobenzyl ((S)-1-((3R,5'S)-5-chloro-5'-cyano-2-oxospiro[indoline-3,3'-pyrrolidin]-1'-yl)-3-cyclopropyl-1-oxopropan-2-yl)carbamate ClC=1C=C2C(=CC1)NC([C@@]21CN([C@@H](C1)C#N)C([C@H](CC1CC1)NC(OCC1=C(C=CC=C1F)F)=O)=O)=O